COC=1C=2N(C=C(C1)C1=C(C(=NN1)C=1SC(=C(N1)C)N1[C@H]3CN([C@@H](C1)C3)CCC)CC(F)(F)F)N=CN2 2-(5-(8-methoxy-[1,2,4]triazolo[1,5-a]pyridin-6-yl)-4-(2,2,2-trifluoroethyl)-1H-pyrazol-3-yl)-4-methyl-5-((1R,4R)-5-propyl-2,5-diazabicyclo[2.2.1]hept-2-yl)thiazole